Methyl 2-(4-(5-chloro-2-nitrophenyl)-5-methoxy-2-oxopyridin-1(2H)-yl)-3-phenylpropionate ClC=1C=CC(=C(C1)C1=CC(N(C=C1OC)C(C(=O)OC)CC1=CC=CC=C1)=O)[N+](=O)[O-]